(5-(4-(benzo[d]thiazol-5-ylamino)quinolin-6-yl)-6-fluoropyridin-2-yl)(morpholino)methanone S1C=NC2=C1C=CC(=C2)NC2=CC=NC1=CC=C(C=C21)C=2C=CC(=NC2F)C(=O)N2CCOCC2